COC1=C(C=O)C=CC=C1OC 2,3-Dimethoxybenzaldehyd